3-{4-[(5-methylpyridin-3-yl)sulfamoyl]phenyl}-1-(pyridin-3-ylmethyl)urea CC=1C=C(C=NC1)NS(=O)(=O)C1=CC=C(C=C1)NC(NCC=1C=NC=CC1)=O